C(CCCC)C1(CC1)O pentylcyclopropanol